4-{[5-(2-benzamidobenzo[d]thiazol-6-yl)-3-benzyl-1H-pyrazol-1-yl]methyl}-N-hydroxybenzamide C(C1=CC=CC=C1)(=O)NC=1SC2=C(N1)C=CC(=C2)C2=CC(=NN2CC2=CC=C(C(=O)NO)C=C2)CC2=CC=CC=C2